N1=CN=CC(=C1)C1=NN2C(N=C(C=C2N2CCOCC2)N2N=CC(=C2)C=2C=C(C=CC2)C)=C1 4-(2-(pyrimidin-5-yl)-5-(4-(m-tolyl)-1H-pyrazol-1-yl)pyrazolo[1,5-a]pyrimidin-7-yl)morpholine